[Na+].C(=O)([O-])C1=C(C=C(C=C1)C(=O)[O-])S(=O)(=O)[O-] 2,5-dicarboxybenzenesulfonic acid monosodium salt